2-{5-[2,5-Difluoro-4-(1H-pyrazol-4-yl)phenyl][1,3]thiazolo[5,4-d][1,3]thiazol-2-yl}-2,7-diazaspiro[3.5]nonane Hydrochlorid Cl.FC1=C(C=C(C(=C1)C=1C=NNC1)F)C=1SC2=C(N1)SC(=N2)N2CC1(C2)CCNCC1